1-[(4-methylphenyl)dioxy-lambda6-thio]pyrrolo[2,3-b]pyridine CC1=CC=C(C=C1)OO[SH4]N1C=CC=2C1=NC=CC2